[BH4-].[Na+].NCC1=CC=C(C(=N1)OC=1C(=C(C=CC1)C[C@@H]1N(CC([C@@H]1NS(=O)(=O)C(C)C)(F)F)C(=O)OC(C)(C)C)F)C tert-Butyl (2S,3R)-2-[(3-{[6-(aminomethyl)-3-methylpyridin-2-yl]oxy}-2-fluorophenyl)methyl]-4,4-difluoro-3-[(propane-2-sulfonyl)amino]pyrrolidine-1-carboxylate Sodium borohydride